C1(=CC=C(C=C1)NC(=O)C=1C=C(C=CC1)C1=COC=2C1=NC=C(C2)C2=CC=C(C=C2)N2CCN(CC2)C(=O)OC(C)(C)C)C tert-butyl 4-(4-(3-(3-(p-tolylcarbamoyl)phenyl)furo[3,2-b]pyridin-6-yl)phenyl)piperazine-1-carboxylate